4-bromo-1-isobutyl-1H-pyrazole BrC=1C=NN(C1)CC(C)C